(2R,4S)-2-((S)-2-(2-hydroxy-4-methylphenyl)-4,5-dihydrothiazol-4-yl)-3-methylthiazolidine-4-carboxylic acid OC1=C(C=CC(=C1)C)C=1SC[C@H](N1)[C@H]1SC[C@@H](N1C)C(=O)O